S1C2=C(C=C1)C(=CC=C2)N2CCN(CC2)CCCCOC2=CC=C1C=CC(N(C1=C2)C(=O)OCCCCCCCCCCCCCCCCCCCCCC)=O docosyl 7-(4-(4-(benzo[b]thiophen-4-yl)piperazin-1-yl)butoxy)-2-oxoquinoline-1(2H)-carboxylate